NC1=NC=NN2C1=CC=C2[C@H]2[C@@H]([C@@H]([C@@](O2)(C#N)COP(=O)(OC2=CC=CC=C2)N[C@@H](C)C(=O)OCCC(C)(C)C)O)O 3,3-dimethylbutyl ((((2R,3S,4R,5S)-5-(4-aminopyrrolo[2,1-f][1,2,4]triazin-7-yl)-2-cyano-3,4-dihydroxytetrahydrofuran-2-yl)methoxy)(phenoxy)phosphoryl)-L-alaninate